2-tert.-butyl-5-methylisoxazolium perchlorate Cl(=O)(=O)(=O)[O-].C(C)(C)(C)[N+]=1OC(=CC1)C